(R)-N2-(3-fluoro-5-methylphenyl)-8-(1,2,3,6-tetrahydropyridin-4-yl)-N4-(1-(thiophen-2-yl)ethyl)quinazoline-2,4-diamine FC=1C=C(C=C(C1)C)NC1=NC2=C(C=CC=C2C(=N1)N[C@H](C)C=1SC=CC1)C=1CCNCC1